4-((8-methoxy-1-oxo-1,2,3,4-tetrahydro-5H-pyrido[4,3-b]indol-5-yl)methyl)benzenesulfonamide COC1=CC=2C3=C(N(C2C=C1)CC1=CC=C(C=C1)S(=O)(=O)N)CCNC3=O